2,3-dimethylphenylhydrazine CC1=C(C=CC=C1C)NN